C(C1=CC=CC=C1)C1(CC(=NO1)CNC(=O)C1=CN=C(S1)C)C(=O)OC Methyl 5-benzyl-3-((2-methylthiazole-5-carboxamido)methyl)-4,5-dihydroisoxazole-5-carboxylate